(S)-N6-((1-(benzenesulfonyl)piperidin-4-yl)methyl)-N6-propyl-4,5,6,7-tetrahydrobenzo[d]thiazole-2,6-diamine hydrochloride salt Cl.C1(=CC=CC=C1)S(=O)(=O)N1CCC(CC1)CN([C@@H]1CC2=C(N=C(S2)N)CC1)CCC